C(C)(C)(C)C1=CC=C(C=C1)SC1=C(C(=CC=C1)F)Br 1-(4-t-butylphenylthio)-2-bromo-3-fluorobenzene